2-(N-Silylmethylamino)pyridin [SiH3]CNC1=NC=CC=C1